COC1=CC=C(C=C1)CNC=1N=C(C2=C(N1)NC(=C2C2=CC=C(C1=C2OCO1)C#N)C)C 7-[2-[(4-methoxyphenyl)methylamino]-4,6-dimethyl-7H-pyrrolo[2,3-d]pyrimidin-5-yl]-1,3-benzodioxole-4-carbonitrile